C(C)(C)(C)C=1N=C(C(=NC1)C(=O)N)C1=C(C=CC=C1)OCCOCCO tert-butyl-(2-(2-(2-hydroxyethoxy)ethoxy)phenyl)pyrazine-2-carboxamide